(R)-N-(1-(1-(2,4-bis(trifluoromethyl)phenyl)ethyl)-1H-pyrazol-4-yl)-5-(furan-2-yl)isoxazole-3-carboxamide FC(C1=C(C=CC(=C1)C(F)(F)F)[C@@H](C)N1N=CC(=C1)NC(=O)C1=NOC(=C1)C=1OC=CC1)(F)F